[Cl-].FC=1C=CC(=C2C=NNC12)C1=C(C(NC2=C(C(=CN=C12)OCC(F)(F)F)C)=O)[N+]1=CC=CC=C1 1-(4-(7-Fluoro-1H-indazol-4-yl)-8-methyl-2-oxo-7-(2,2,2-trifluoroethoxy)-1,2-dihydro-1,5-naphthyridin-3-yl)pyridin-1-ium chloride